N4-(3-chloro-4-(pyridin-2-ylmethoxy)phenyl)-7-(3-(dimethylamino)-3-methylbut-1-yn-1-yl)quinazoline-4,6-diamine ClC=1C=C(C=CC1OCC1=NC=CC=C1)NC1=NC=NC2=CC(=C(C=C12)N)C#CC(C)(C)N(C)C